((2R,4S,5R)-5-amino-4-(difluoromethoxy)tetrahydro-2H-pyran-2-yl)((S)-1-(4-fluorophenyl)-3,4-dihydroisoquinolin-2(1H)-yl)methanone N[C@H]1[C@H](C[C@@H](OC1)C(=O)N1[C@H](C2=CC=CC=C2CC1)C1=CC=C(C=C1)F)OC(F)F